FC(C1=CC=2OCC3N(C2N=C1)CCNC3)(F)F 3-(trifluoromethyl)-6,6a,7,8,9,10-hexahydropyrazino[1,2-d]pyrido[3,2-b][1,4]oxazine